5-{cis-4-[2-cyano-4-(trifluoromethyl)phenoxy]-2-cyclopropylpiperidin-1-yl}-2'-ethoxy-N-[(3R)-1-methylpyrrolidin-3-yl]-[2,3'-bipyridine]-6-carboxamide C(#N)C1=C(O[C@@H]2C[C@@H](N(CC2)C=2C=CC(=NC2C(=O)N[C@H]2CN(CC2)C)C=2C(=NC=CC2)OCC)C2CC2)C=CC(=C1)C(F)(F)F